N=1C=NN2C=NC(=CC21)OC2=C(C=C(C=C2)NC2=NC=NC1=CC=C(C(=C21)N2CC(CC2)N(C)C)OC2CCN(CC2)C(C=C)=O)C 1-(4-((4-((4-([1,2,4]triazolo[1,5-c]pyrimidin-7-yloxy)-3-methylphenyl)amino)-5-(3-(dimethylamino)pyrrolidin-1-yl)quinazolin-6-yl)oxy)piperidin-1-yl)prop-2-en-1-one